(±)-trans-3-{2-[(4-Phenyl-pyrrolidin-3-yl)oxy]-1,3-thiazol-4-yl}pyridine tert-butyl-(4-(5-(4-(5-(difluoromethyl)-1,3,4-oxadiazol-2-yl)benzyl)oxazol-2-yl)phenyl)carbamate C(C)(C)(C)N(C(O)=O)C1=CC=C(C=C1)C=1OC(=CN1)CC1=CC=C(C=C1)C=1OC(=NN1)C(F)F.C1(=CC=CC=C1)[C@H]1[C@@H](CNC1)OC=1SC=C(N1)C=1C=NC=CC1 |r|